C(C(C)C)N(CCC(=O)NCCC(=O)NCCC(=O)OCC1=CC=CC=C1)CC(C)C benzyl 3-[3-[3-(diisobutylamino)propanoylamino]propanoylamino]propanoate